N2-isopropyl-N2-methyl-N4-((2-(trifluoromethyl)pyridin-3-yl)methyl)pyrido[2,3-d]pyrimidine-2,4-diamine methanesulfonate CS(=O)(=O)O.C(C)(C)N(C=1N=C(C2=C(N1)N=CC=C2)NCC=2C(=NC=CC2)C(F)(F)F)C